[4-[6-[tert-butoxycarbonyl(methyl)amino]-2-(4-chlorobenzoyl)-3-pyridyl]-3-methyl-isoxazol-5-yl]methyl methanesulfonate CS(=O)(=O)OCC1=C(C(=NO1)C)C=1C(=NC(=CC1)N(C)C(=O)OC(C)(C)C)C(C1=CC=C(C=C1)Cl)=O